(S)-3-(naphthalene-2-yl)-2-((2-nitrophenyl)sulfonylamino)propionic acid tert-butyl ester C(C)(C)(C)OC([C@H](CC1=CC2=CC=CC=C2C=C1)NS(=O)(=O)C1=C(C=CC=C1)[N+](=O)[O-])=O